7-bromo-3-methyl-2-oxo-1,2-dihydro-1,5-naphthyridine-4-carboxylic acid ethyl ester C(C)OC(=O)C1=C(C(NC2=CC(=CN=C12)Br)=O)C